COC=1C=C2C(=NC(=NC2=CC1OC)C)N[C@H](C)C1=CC=CC2=CC=CC=C12 6,7-dimethoxy-2-methyl-N-[(1R)-1-(naphthalen-1-yl)ethyl]quinazolin-4-amine